5-(2-fluoro-6-methylphenyl)-7-methoxy-3-(4-(4-methylpiperazin-1-yl)phenyl)-1H-pyrazolo[4,3-c]pyridazin-6(5H)-one FC1=C(C(=CC=C1)C)N1N=C2C(=C(C1=O)OC)NN=C2C2=CC=C(C=C2)N2CCN(CC2)C